O=S1(N(CC(N1)=O)C1=C(C=C(CN(C2=NC(=CC(=N2)C2=C(C#N)C=CC=C2)C)CC)C=C1O)F)=O 2-(2-((4-(1,1-dioxido-4-oxo-1,2,5-thiadiazolidin-2-yl)-3-fluoro-5-hydroxybenzyl)(ethyl)amino)-6-methylpyrimidin-4-yl)benzonitrile